N-(6-((5-bromo-2-((5-ethyl-4-(4-formylpiperidin-1-yl)-2-methoxyphenyl)amino)pyrimidin-4-yl)amino)quinoxalin-5-yl)methanesulfonamide BrC=1C(=NC(=NC1)NC1=C(C=C(C(=C1)CC)N1CCC(CC1)C=O)OC)NC=1C(=C2N=CC=NC2=CC1)NS(=O)(=O)C